COC1=CC=C(CN2N=NC(=C2OC2=CC=C(C=C2)N2CCN(CC2)C)C(=O)OC)C=C1 methyl 1-(4-methoxybenzyl)-5-(4-(4-methylpiperazin-1-yl) phenoxy)-1H-1,2,3-triazole-4-carboxylate